1-(4-(2-(2-aminopyridin-3-yl)-5-phenyl-3H-imidazo[4,5-b]pyridin-3-yl)benzoyl)piperidine-4-carboxylic acid NC1=NC=CC=C1C1=NC=2C(=NC(=CC2)C2=CC=CC=C2)N1C1=CC=C(C(=O)N2CCC(CC2)C(=O)O)C=C1